[C@H]1(CC=CCC1)C(=O)O (S)-3-cyclohexene-1-carboxylic acid